(R)-8-(8-((2,3-dichlorophenyl)thio)imidazo[1,2-c]pyrimidin-5-yl)-3,3-dimethyl-1-oxa-8-azaspiro[4.5]decan-4-amine ClC1=C(C=CC=C1Cl)SC=1C=2N(C(=NC1)N1CCC3([C@@H](C(CO3)(C)C)N)CC1)C=CN2